BrC1=C2C(=NC=C1)N(C=C2)C(=O)OC(C)(C)C tert-butyl 4-bromopyrrolo[2,3-b]pyridine-1-carboxylate